3-fluoro-3-(2,2,2-trifluoro-1,1-dihydroxyethyl)-6-(trifluoromethyl)indol-2-one FC1(C(NC2=CC(=CC=C12)C(F)(F)F)=O)C(C(F)(F)F)(O)O